(E)-methyl 3-(4-methyl-5-oxo-2,5-dihydrofuran-2-yloxy)-2-phenylacrylate CC1=CC(OC1=O)O/C=C(/C(=O)OC)\C1=CC=CC=C1